C(C)OCCOCCOC1=CC=C(C=C1)CCC[C@@H](C(=O)OC)N1CCN(CCN(CCN(CC1)C1C(OCC1)=O)C1C(OCC1)=O)C1C(OCC1)=O methyl (2S)-5-{4-[2-(2-ethoxyethoxy)ethoxy]phenyl}-2-{7-[2-oxooxolan-3-yl]-4,10-bis(2-oxooxolan-3-yl)-1,4,7,10-tetraazacyclododecan-1-yl}pentanoate